FC(F)(F)C=1C(=NC=CC1)C=1C=NC=CC1 (trifluoromethyl)[2,3'-bipyridin]